((2-(4-(2-((2-(bis(4-((2-hexyldecanoyl)oxy)butyl)amino)ethyl)(4-((2-hexyldecanoyl)oxy)butyl)amino)ethyl)piperazin-1-yl)ethyl)azanediyl)bis(butane-4,1-diyl)bis(2-hexyldecanoate) C(CCCCC)C(C(=O)OCCCCN(CCN(CCN1CCN(CC1)CCN(CCCCC(C(=O)[O-])(CCCCCCCC)CCCCCC)CCCCC(C(=O)[O-])(CCCCCCCC)CCCCCC)CCCCOC(C(CCCCCCCC)CCCCCC)=O)CCCCOC(C(CCCCCCCC)CCCCCC)=O)CCCCCCCC